C1(CC1)C1=C(C(=NO1)C1=C(C=CC=C1Cl)Cl)C1=CC2(C1)CCN(CC2)C2=NC(=CC(=N2)C(=O)O)C 2-(2-(5-cyclopropyl-3-(2,6-dichlorophenyl)isoxazol-4-yl)-7-azaspiro[3.5]non-1-en-7-yl)-6-methylpyrimidine-4-carboxylic acid